1-methylnicotinamide-d3 CN1C(C(C(=O)N)=CC(=C1[2H])[2H])[2H]